N-(4-chloro-3-trifluoromethyl-phenyl)-2-ethoxy-6-pentadecyl-benzamide ClC1=C(C=C(C=C1)NC(C1=C(C=CC=C1CCCCCCCCCCCCCCC)OCC)=O)C(F)(F)F